ClC1=C(C(=CC(=C1)Cl)F)NC=1N(C2=NC(=NC=C2N1)N[C@H]1COCCC1)C1CCC(CC1)C(=O)N (1s,4s)-4-(8-(2,4-dichloro-6-fluorophenylamino)-2-((R)-tetrahydro-2H-pyran-3-ylamino)-9H-purin-9-yl)cyclohexanecarboxamide